CC(C=C)(C)C 3,3-dimethyl-but-1-ene